N-(2-(3-phenylureido)phenyl)-benzenesulfonamide C1(=CC=CC=C1)NC(NC1=C(C=CC=C1)NS(=O)(=O)C1=CC=CC=C1)=O